ClC1=C(C=CC(=C1)C(F)(F)F)NC(CN1C=2N(C(C(=C1CC)N1CCNCC1)=O)N=C(N2)N2CCOCC2)=O N-(2-chloro-4-(trifluoromethyl)phenyl)-2-(5-ethyl-2-morpholino-7-oxo-6-(piperazine-1-yl)-[1,2,4]triazolo[1,5-a]pyrimidin-4(7H)-yl)acetamide